FC1=CC(=C(C(=O)O)C=C1)I 4-fluoro-2-iodo-benzoic acid